1-[3-(2-hydroxyphenyl)prop-2-enyl]imidazole tert-Butyl-(2S,6R)-2,6-dimethylpiperazine-1-carboxylate C(C)(C)(C)OC(=O)N1[C@H](CNC[C@H]1C)C.OC1=C(C=CC=C1)C=CCN1C=NC=C1